4,6-dichloro-3H-[1,2,3]triazolo[4,5-c]pyridine ClC1=NC(=CC2=C1NN=N2)Cl